7-((4-(2-fluoro-6-(1H-imidazol-2-yl)pyridin-3-yl)piperazin-1-yl)methyl)-3-methyl-4-thioxo-3,4-dihydroquinazolin-2(1H)-one FC1=NC(=CC=C1N1CCN(CC1)CC1=CC=C2C(N(C(NC2=C1)=O)C)=S)C=1NC=CN1